copper-titanium-boron [B].[Ti].[Cu]